(R)-N'-((3,3-dimethyl-1,2,3,5,6,7-hexahydrodicyclopenta[b,e]pyridin-8-yl)carbamoyl)-4-(2-hydroxypropan-2-yl)-5-methylthiophene-2-sulfonimidamide CC1(CCC=2C1=NC1=C(C2NC(=O)N=[S@](=O)(N)C=2SC(=C(C2)C(C)(C)O)C)CCC1)C